N-Methyl-6-(2-methylimidazo[1,2-b]pyridazin-6-yl)-N-(2,2,6,6-tetramethylpiperidin-4-yl)[1,3]thiazolo[4,5-c]pyridin-2-amin CN(C=1SC2=C(C=NC(=C2)C=2C=CC=3N(N2)C=C(N3)C)N1)C1CC(NC(C1)(C)C)(C)C